Methyl O-acetyl-L-serinate hydrochloride Cl.C(C)(=O)OC[C@H](N)C(=O)OC